N(=[N+]=[N-])CC=1C=C(C=C(C(=O)O)C1)C(=O)O 5-(Azidomethyl)isophthalic acid